C(#N)C1=C(N=C(S1)N(C1=C(N=C2N1C=C(C=C2)C=2C=NC(=NC2)N2CCN(CC2)C(=O)NC2CN(C2)C(=O)OC(C)(C)C)CC)C)C2=CC=C(C=C2)F tert-butyl 3-(4-(5-(3-((5-cyano-4-(4-fluorophenyl)thiazol-2-yl)(methyl)amino)-2-ethylimidazo[1,2-a]pyridin-6-yl)pyrimidin-2-yl) piperazine-1-carboxamido)azetidine-1-carboxylate